(R)-1-(1-(2-(1H-pyrazol-4-yl)acetyl)piperidin-3-yl)-3-((5-chloro-1H-indol-2-yl)methyl)-1-methylurea N1N=CC(=C1)CC(=O)N1C[C@@H](CCC1)N(C(=O)NCC=1NC2=CC=C(C=C2C1)Cl)C